5-Chloro-2-(pyridin-3-yl)pyridin-3-yl 3-[4-(2-aminothiazol-4-yl)-1H-1,2,3-triazol-1-yl]-3-deoxy-2-O-methyl-1-thio-α-D-galactopyranoside NC=1SC=C(N1)C=1N=NN(C1)[C@@H]1[C@H]([C@@H](SC=2C(=NC=C(C2)Cl)C=2C=NC=CC2)O[C@@H]([C@@H]1O)CO)OC